(3S,4R)-3,4-dihydroxypyrrolidine-1-carboxylic acid tert-butyl ester C(C)(C)(C)OC(=O)N1C[C@@H]([C@@H](C1)O)O